Cl.Cl.N12C3CC(N=NC3NC[C@H]2CNCC1)C1=C(C=CC=C1)O 2-[(10R)-1,5,6,8,12-pentazatricyclo[8.4.0.02,7]tetradec-5-en-4-yl]phenol dihydrochloride